FC=1C=C(CNC(=O)C2=CC=C(S2)C2=C(C(=NC(=C2C(=O)N)CC(C)C)CC2COC3=C(O2)C=CC=C3)C=3OC(=NN3)C)C=CC1F 4-(5-((3,4-difluorobenzyl)carbamoyl)thiophen-2-yl)-6-((2,3-dihydrobenzo[b][1,4]dioxin-2-yl)methyl)-2-isobutyl-5-(5-methyl-1,3,4-oxadiazol-2-yl)nicotinamide